COC1=C(C(=O)NCC(F)(F)F)C(=CC(=C1)N1C=NC2=C1C=CC(=C2)C=2C=NC(=CC2)N2CCOCC2)OC 2,6-dimethoxy-4-[5-(6-morpholino-3-pyridyl)benzimidazol-1-yl]-N-(2,2,2-trifluoroethyl)benzamide